((1-(difluoromethyl)-1H-pyrazol-3-yl)methoxy)-6-(2-fluoro-4-methoxyphenyl)isoindolin-1-one FC(N1N=C(C=C1)CON1C(C2=CC(=CC=C2C1)C1=C(C=C(C=C1)OC)F)=O)F